[N+](=[N-])=CC(CC[C@@H](C(=O)OC(C)C)NC(=O)[C@@H]1OCC1)=O isopropyl (S)-6-diazo-2-((R)-oxetane-2-carboxamido)-5-oxohexanoate